(tetrahydro-2H-pyran-4-yl)methyl (S,E)-(7-(dimethylamino)-1-((1-((7-neopentyl-1H-benzo[d]imidazol-2-yl)methyl)-2-oxo-1,2-dihydropyridin-3-yl)amino)-1,7-dioxohept-5-en-2-yl)carbamate CN(C(/C=C/CC[C@@H](C(=O)NC=1C(N(C=CC1)CC1=NC2=C(N1)C(=CC=C2)CC(C)(C)C)=O)NC(OCC2CCOCC2)=O)=O)C